3-methoxy-6,7,7a,8,10,11-hexahydro-9H-pyrazino[1,2-d]pyrido[3,2-b][1,4]oxazepin COC1=CC=2OCCC3N(C2N=C1)CCNC3